C(C)OC=1C(=CNC(C1)=O)C1=CC(=C(C=C1)CC(=O)NC1=CC(=CC(=C1)C(F)(F)F)OCC1CN(C1)C)F 2-[4-(4-ethoxy-6-oxo-1H-pyridin-3-yl)-2-fluoro-phenyl]-N-[3-[(1-methylazetidin-3-yl)methoxy]-5-(trifluoromethyl)phenyl]acetamide